tert-butyl N-[(3R)-8-fluoro-5-[(6-isopropoxy-2-pyridyl)methyl]-1,1,4-trioxo-7-[(Z)-N'-hydroxycarbamimidoyl]-2,3-dihydro-1λ6,5-benzothiazepin-3-yl]carbamate FC1=CC2=C(N(C([C@H](CS2(=O)=O)NC(OC(C)(C)C)=O)=O)CC2=NC(=CC=C2)OC(C)C)C=C1/C(/N)=N/O